1-uracilylchlorid N1(C(=O)NC(=O)C=C1)Cl